ClC=1C=CC(=C(C1)NC1=NC=CC2=C(C(=CC=C12)C)[N+](=O)[O-])F N-(5-chloro-2-fluorophenyl)-6-methyl-5-nitroisoquinolin-1-amine